O[C@H](C(=O)O)[C@@H](CC1=CC=CC=C1)N1C(=NC2=C1C=CC(=C2)C(NC)=O)C=2C=CC=C1C=CC=NC21 (2S,3R)-2-hydroxy-3-(5-(methylcarbamoyl)-2-(quinolin-8-yl)-1H-benzo[d]imidazol-1-yl)-4-phenylbutyric acid